tert-butyl (S)-4-(4-((6-bromo-4-methyl-3-oxo-3,4-dihydropyrazin-2-yl)amino)-2-nitrophenyl)-3-methylpiperazine-1-carboxylate BrC1=CN(C(C(=N1)NC1=CC(=C(C=C1)N1[C@H](CN(CC1)C(=O)OC(C)(C)C)C)[N+](=O)[O-])=O)C